C1=NC=CC=2NC=3C=C(C=CC3C21)C=2C=CC(=NC2)OC2CC(C2)OC=2C=CC(=NC2)CCCN2CCN(CC2)C=2C=C1C(N(C(C1=CC2)=O)C2C(NC(CC2)=O)=O)=O 5-(4-(3-(5-((1r,3r)-3-((5-(5H-pyrido[4,3-b]indol-7-yl)pyridin-2-yl)oxy)cyclobutoxy)pyridin-2-yl)propyl)piperazin-1-yl)-2-(2,6-dioxopiperidin-3-yl)isoindoline-1,3-dione